tert-butyl 2-(5-((2,4-dichloro-6-methylbenzyl)carbamoyl)-5-fluoro-5,6,7,8-tetrahydro-quinolin-8-yl)acetate ClC1=C(CNC(=O)C2(C=3C=CC=NC3C(CC2)CC(=O)OC(C)(C)C)F)C(=CC(=C1)Cl)C